C(CCCCCCC)OS(=O)(=O)C1=CC=C(C)C=C1 Octyl-p-toluenesulfonate